5-bromo-3-(2,2-difluoroacetamido)pyridine-2-carboxamide BrC=1C=C(C(=NC1)C(=O)N)NC(C(F)F)=O